FC1=C(C=CC(=C1)F)C1=NN2C(NCC(C2)CNC)=C1C=1C=CC(N(N1)C1=C(C=CC=C1)C)=O (-)-6-{2-(2,4-difluorophenyl)-6-[(methylamino)methyl]-4,5,6,7-tetrahydropyrazolo[1,5-a]pyrimidin-3-yl}-2-(2-methylphenyl)pyridazin-3(2H)-one